[C@H]1([C@@H](O)[C@@H](O)[C@H](O)[C@H](O1)CO)O[C@@H]1[C@@H]([C@H](O[C@@H]([C@H]1O)CO[C@@H]1[C@@H](O)[C@@H](O)[C@H](O)[C@H](O1)CO)OCCNC([C@H](CCC(=O)ON1C(CCC1=O)=O)NC(CCCCCCCCCCCCC)=O)=O)O (S)-2,5-dioxopyrrolidin-1-yl 5-{[2-({α-D-mannopyranosyl-(1→3)-[α-D-mannopyranosyl-(1→6)]-α-D-mannopyranosyl}oxy)ethyl]amino}-5-oxo-4-tetradecanamidopentanoate